C1(CC1)N(C(OC(C)(C)C)=O)C1=C(C=C(C=C1)[N+](=O)[O-])F tert-butyl cyclopropyl(2-fluoro-4-nitrophenyl)carbamate